4-(1-ethyl-4-(trifluoromethyl)-1H-imidazol-2-yl)-3-fluorophenol C(C)N1C(=NC(=C1)C(F)(F)F)C1=C(C=C(C=C1)O)F